COS(=O)(=O)C(C(=O)N(CCCCCCCC)CCCCCCCC)(F)F.P(=O)([O-])([O-])[O-].[K+].[K+].[K+] Kalium Phosphat methyl-2-(dioctylamino)-1,1-difluoro-2-oxoethane-1-sulfonate